(1S,3S,4S)-3-hydroxy-4-iodo-N-methoxy-N-methyl-cyclohexanecarboxamide O[C@H]1C[C@H](CC[C@@H]1I)C(=O)N(C)OC